COC(C1=C(C=C(C=C1\C=C\C1CCN(CC1)C(C1=CC=C(C=C1)C)=O)OC)OC)=O (E)-2,4-dimethoxy-6-{2-[1-(4-methylbenzoyl)piperidin-4-yl]ethenyl}benzoic acid methyl ester